N-[1-(4-cyclopropanesulfonylpyridin-2-yl)-2-(piperazin-1-yl)ethyl]-5-(6-ethoxypyrazin-2-yl)-1,3-thiazole-2-carboxamide C1(CC1)S(=O)(=O)C1=CC(=NC=C1)C(CN1CCNCC1)NC(=O)C=1SC(=CN1)C1=NC(=CN=C1)OCC